(S)-4-((1-(4-oxo-3-phenyl-5-(pyrimidin-5-yl)-3,4-dihydroquinazolin-2-yl)ethyl)amino)quinazoline-6-carbonitrile O=C1N(C(=NC2=CC=CC(=C12)C=1C=NC=NC1)[C@H](C)NC1=NC=NC2=CC=C(C=C12)C#N)C1=CC=CC=C1